2-[(4-Methyltetrahydropyran-4-yl)methylamino]-6-(p-tolyl)-N-(1H-pyrazol-3-ylsulfonyl)pyridin-3-carboxamid CC1(CCOCC1)CNC1=NC(=CC=C1C(=O)NS(=O)(=O)C1=NNC=C1)C1=CC=C(C=C1)C